hydroxy-3-(4-nitrophenyl)propionic acid OC(C(=O)O)CC1=CC=C(C=C1)[N+](=O)[O-]